CC1(N(C2=CC=CC(=C2CC1)C1=NC=CC=C1)C(=O)NCCC1=CC=CC=C1)C 2,2-Dimethyl-N-phenethyl-5-(pyridin-2-yl)-3,4-dihydroquinoline-1(2H)-carboxamide